ethyl piperidin-1-yl(4-(5-(trifluoromethyl)-1,3,4-oxadiazol-2-yl)benzyl)phosphinate N1(CCCCC1)P(OCC)(=O)CC1=CC=C(C=C1)C=1OC(=NN1)C(F)(F)F